2-((2S)-1-Acryloyl-4-(7-(3,4-dihydroquinolin-1(2H)-yl)-2-((1-(2-fluoroethyl)piperidin-4-yl)amino)-5,6,7,8-tetrahydroquinazolin-4-yl)piperazin-2-yl)acetonitrile C(C=C)(=O)N1[C@H](CN(CC1)C1=NC(=NC=2CC(CCC12)N1CCCC2=CC=CC=C12)NC1CCN(CC1)CCF)CC#N